3-allyl-2-hydroxy-4,6-bis(methoxymethoxy)benzaldehyde C(C=C)C=1C(=C(C=O)C(=CC1OCOC)OCOC)O